FC(C(C)(O[Si](CC)(CC)CC)C)(F)C=1C(=C(C=CC1)[C@@H](C)N)F (1R)-1-(3-{1,1-Difluoro-2-methyl-2-[(triethylsilyl)oxy]propyl}-2-fluorophenyl)ethanamine